OC1CC2(C3CCC4(C(CCC4(C3=CC(C2CC1O)=O)O)C(CN1CCC(CC1)CCO)=O)C)C 2,3,14-trihydroxy-17-[2-[4-(2-hydroxyethyl)-1-piperidyl]acetyl]-10,13-dimethyl-2,3,4,5,9,11,12,15,16,17-decahydro-1H-cyclopenta[a]phenanthren-6-one